NC1=NC(=NC=C1C[N+]1=CSC(=C1C)C(C)O)C [3-[(4-amino-2-methylpyrimidin-5-yl)methyl]-4-methyl-1,3-thiazol-3-ium-5-yl]ethanol